2,3,4,5-tetrafluoro-N-(3-fluoro-4-methoxyphenyl)-6-(4-fluorophenoxy)-N-(prop-2-yn-1-yl)benzenesulfonamide FC1=C(C(=C(C(=C1F)F)F)OC1=CC=C(C=C1)F)S(=O)(=O)N(CC#C)C1=CC(=C(C=C1)OC)F